3-bromo-2-(trifluoromethyl)phenol BrC=1C(=C(C=CC1)O)C(F)(F)F